4-formyl-n-heptyl-1,3-dioxolane C(=O)C(CCCC1OCCO1)CCC